BrC=1C=CC=C2CC(N(C12)C)=O 7-bromo-1-methyl-indolin-2-one